2-((4-(((S)-2-hydroxy-1-phenylethyl)amino)-5-(3-(pyridin-3-yl)-1,2,4-oxadiazol-5-yl)pyridin-2-yl)amino)-7,7-dimethyl-5,7-dihydrofuro[3,4-b]pyridin-5-ol OC[C@H](C1=CC=CC=C1)NC1=CC(=NC=C1C1=NC(=NO1)C=1C=NC=CC1)NC1=CC=C2C(=N1)C(OC2O)(C)C